F.NC1=CC(=CC=C1)C m-toluidine hydrogen fluoride salt